cobalt selenide molybdenum [Mo].[Co]=[Se]